ClCC1[N@@](C1)CCCCCCCCCCCCCCCCCCCC (R)-2-(chloromethyl)-1-cosylaziridine